BrC1C(OC=C1)=O bromo-furanone